tert-butyl 4-(4-nitro-1H-pyrazol-1-yl)piperidine-1-carboxylate [N+](=O)([O-])C=1C=NN(C1)C1CCN(CC1)C(=O)OC(C)(C)C